[Cl-].[NH4+].CC(C(=O)OCCCNCCCCCCCCCCCCCCCCCC)(CCCCCCCCCCCCCC)C stearylaminopropyl dimethyl-(myristyl acetate) ammonium chloride